OC1(C(N(CC1C)C)=O)C#C[Si](CC)(CC)CC 3-hydroxy-1,4-dimethyl-3-((triethylsilyl)ethynyl)pyrrolidine-2-one